FC1=C(C(=CC=C1)OC)C1=C(C(=O)OC)C=CC(=N1)NC1=NC=C(C(=C1)N1C[C@H](CCC1)O)C=1C=NN(C1)C1CCOCC1 methyl 2-(2-fluoro-6-methoxyphenyl)-6-((4-((S)-3-hydroxypiperidin-1-yl)-5-(1-(tetrahydro-2H-pyran-4-yl)-1H-pyrazol-4-yl)pyridin-2-yl)amino)nicotinate